C1=CC(=CC2=C1C1=C(CO2)C=CC=C1)N dibenzopyran-3-amine